((3aR,4R,6R,6aR)-6-(6-chloro-4-(6'-fluoro-2',3'-dihydrospiro[azetidine-3,1'-inden]-1-yl)-1H-pyrazolo[3,4-d]pyrimidin-1-yl)-2,2-dimethyltetrahydrofuro[3,4-d][1,3]dioxol-4-yl)methanol ClC1=NC(=C2C(=N1)N(N=C2)[C@@H]2O[C@@H]([C@@H]1[C@H]2OC(O1)(C)C)CO)N1CC2(CCC3=CC=C(C=C23)F)C1